C(C)C(O)(C(O)CO)CCCCCC Ethyl-hexyl-glycerine